4-((3-chloro-4-fluorophenyl)amino)-6-(methanesulfonamido)-1H-indole-2-carboxylic acid ClC=1C=C(C=CC1F)NC1=C2C=C(NC2=CC(=C1)NS(=O)(=O)C)C(=O)O